(Z)-2-(hydroxyimino)-N-(3-(1-methyl-1H-1,2,3-triazol-4-yl)phenyl)-3-oxobutanamide O\N=C(/C(=O)NC1=CC(=CC=C1)C=1N=NN(C1)C)\C(C)=O